FC([C@H](CCCO)NC(OC(C)(C)C)=O)(F)F tert-butyl (S)-(1,1,1-trifluoro-5-hydroxypentan-2-yl)carbamate